CC1=CC=C(C=C1)[S@](=O)N (S)-4-Methyl-benzenesulfinamide